3-bromo-2-(4-bromo-2-fluoro-6-(methoxymethoxy)phenethyl)-6-methoxypyridine BrC=1C(=NC(=CC1)OC)CCC1=C(C=C(C=C1OCOC)Br)F